9-{[(1-methylpiperidine-4-carbonyl)oxy]methyl}heptadecanedioic acid dioctyl ester C(CCCCCCC)OC(CCCCCCCC(CCCCCCCC(=O)OCCCCCCCC)COC(=O)C1CCN(CC1)C)=O